ClC=1C=C(C=CC1F)NC(N(C1=CC=C(C=C1)OC)CC1=NN=C(N1C1CC1)C)=O (3-Chloro-4-fluorophenyl)-1-((4-cyclopropyl-5-methyl-4H-1,2,4-triazol-3-yl)methyl)-1-(4-methoxyphenyl)urea